4-[[3-(2,3-difluoro-4-methoxy-phenyl)imidazo[1,2-a]pyrazin-8-yl]amino]-2-ethyl-N-(3-imidazol-1-ylpropyl)benzamide FC1=C(C=CC(=C1F)OC)C1=CN=C2N1C=CN=C2NC2=CC(=C(C(=O)NCCCN1C=NC=C1)C=C2)CC